CN(P(OC[C@H]1O[C@H](C[C@@H]1OC(C1=CC=CC=C1)(C1=CC=C(C=C1)OC)C1=CC=C(C=C1)OC)N1C=2N=C(NC(C2N=C1)=O)NC(C(C)C)=O)(=O)Cl)C ((2R,3S,5R)-3-(bis(4-methoxyphenyl)(phenyl)methoxy)-5-(2-isobutyramido-6-oxo-1,6-dihydro-9H-purin-9-yl)tetrahydrofuran-2-yl)methyl dimethylphosphoramidochloridate